methylene-γ-butyrolactone C=C1C(=O)OCC1